ClC1=CC=C(C(=N1)N1N=C(C=C1C)OC(F)F)C(F)F 6-chloro-2-[3-(difluoromethoxy)-5-methyl-pyrazol-1-yl]-3-(difluoromethyl)pyridine